NCC1=C(N=NN1C)C1=CC=C(C(=N1)C)O[C@@H]1C[C@H](CCC1)C(=O)OC(C)C (1S,3S)-Isopropyl 3-((6-(5-(Aminomethyl)-1-Methyl-1H-1,2,3-Triazol-4-yl)-2-Methylpyridin-3-yl)oxy)Cyclohexanecarboxylate